glycylglycine, glycylamide NCC(=O)NC(CNC(CN)=O)=O